NCCOCCOCCOCCNC([C@H](C(C)(C)C)NC(=O)C1=NN(C2=CC=CC=C12)CCCC=C)=O (S)-N-(1-amino-15,15-dimethyl-13-oxo-3,6,9-trioxa-12-azahexadecan-14-yl)-1-(pent-4-en-1-yl)-1H-indazole-3-carboxamide